FOO hydroxyl perfluoro ether